(R)-6-chloro-N-(2-fluoro-3-hydroxy-3-methylbutyl)-4-((4-(1-methyl-1H-pyrazol-4-yl)cyclohexyl)amino)nicotinamide ClC1=NC=C(C(=O)NC[C@H](C(C)(C)O)F)C(=C1)NC1CCC(CC1)C=1C=NN(C1)C